1-ethyl-(2,3,5,6-tetrafluorophenoxy)azetidine C(C)N1C(CC1)OC1=C(C(=CC(=C1F)F)F)F